(1s,2s,5r)-5-methyl-2-propan-2-ylcyclohexan-1-ol C[C@@H]1CC[C@H]([C@H](C1)O)C(C)C